C(CCCC)O.[Li] lithium n-pentanol